N-Boc-4-Propargyloxypiperidine C(=O)(OC(C)(C)C)N1CCC(CC1)OCC#C